NC[C@H](C(C)(C)S(=O)(=O)C1(CC1)CN1C(C2=C(CC1)C(=NN2C)C(=O)NCC2=CC=C(C=C2)C#N)=O)O (R)-6-((1-((4-Amino-3-hydroxy-2-methylbutan-2-yl)sulfonyl)cyclopropyl)methyl)-N-(4-cyanobenzyl)-1-methyl-7-oxo-4,5,6,7-tetrahydro-1H-pyrazolo[3,4-c]pyridine-3-carboxamide